COC1=CC=C(CC(C(=O)O)CC(=O)O)C=C1 2-(4-methoxybenzyl)succinic acid